3-SULFANYLPENTANOIC ACID SC(CC(=O)O)CC